FC(OC=1C=C(C=CC1)N1C(C(C=2C1=NC=C(C2)C(=O)O)(C)C)=O)F 1-(3-(difluoromethoxy)phenyl)-3,3-dimethyl-2-oxo-2,3-dihydro-1H-pyrrolo[2,3-b]Pyridine-5-carboxylic acid